FC(OC1=CC=C(C=N1)[C@H](CC(=O)[O-])N1C(N(CC1)CCCC1=NC=2NCCCC2C=C1)=O)F.OCC(C)([NH3+])C 1-hydroxy-2-methylpropan-2-aminium (S)-3-(6-(difluoromethoxy)pyridin-3-yl)-3-(2-oxo-3-(3-(5,6,7,8-tetrahydro-1,8-naphthyridin-2-yl)propyl)imidazolidin-1-yl)propanoate